2-benzyloxy-4-bromo-1-(chloromethyl)benzene C(C1=CC=CC=C1)OC1=C(C=CC(=C1)Br)CCl